aminobenzene-1,2-dicarboxylic acid NC1=C(C(=CC=C1)C(=O)O)C(=O)O